2-(2,6-dioxopiperidin-3-yl)-4-((2-methylbenzyl)amino)isoindoline-1,3-dione O=C1NC(CCC1N1C(C2=CC=CC(=C2C1=O)NCC1=C(C=CC=C1)C)=O)=O